methyl 7-bromo-5-hydroxy-1,2,3,4-tetrahydronaphthalene-1-carboxylate BrC1=CC(=C2CCCC(C2=C1)C(=O)OC)O